3-adamantanediacetic acid 4-(6-((4-acetyl-2-cyclopropoxybenzyl)oxy)pyridin-2-yl)piperidine-1-carboxylate C(C)(=O)C1=CC(=C(COC2=CC=CC(=N2)C2CCN(CC2)C(=O)O)C=C1)OC1CC1.C12(CC3(CC(CC(C1)C3)C2)CC(=O)O)CC(=O)O